C1(CC1)NC(C1=CC(=C(C=C1)NC1=NC=2N([C@@H](C(N(C2C=N1)C)=O)CC)C1CNCC1)OC)=O N-cyclopropyl-4-(((7R)-7-ethyl-5-methyl-6-oxo-8-(pyrrolidin-3-yl)-5,6,7,8-tetrahydropteridin-2-yl)amino)-3-methoxybenzamide